5-[(4-{[(1S)-2-hydroxy-1-phenylethyl]amino}-5-[5-(pyridin-2-yl)-1,3,4-oxadiazol-2-yl]pyrimidin-2-yl)amino]-3,3-dimethyl-1,3-dihydro-2-benzofuran-1-one OC[C@H](C1=CC=CC=C1)NC1=NC(=NC=C1C=1OC(=NN1)C1=NC=CC=C1)NC1=CC2=C(C(OC2(C)C)=O)C=C1